N-(3-cyanophenyl)-4-((1-methyl-2-oxo-1,2-dihydroquinolin-4-yl)oxy)butanamide C(#N)C=1C=C(C=CC1)NC(CCCOC1=CC(N(C2=CC=CC=C12)C)=O)=O